The molecule is an imidazolyl carboxylic acid anion that is the conjugate base of dihydrourocanic acid, obtained by deprotonation of the carboxy group. It derives from a propionate. It is a conjugate base of a dihydrourocanic acid. C1=C(NC=N1)CCC(=O)[O-]